NC=1C=C2C(=CN(C2=CC1)C1=NC(=NC=C1C#N)NC1=CC(=C(C=C1)N=S(=O)(C)C)F)C 4-(5-amino-3-methyl-indol-1-yl)-2-[4-[[dimethyl(oxo)-λ6-sulfanylidene]amino]-3-fluoro-anilino]pyrimidine-5-carbonitrile